C(=O)(OC(C)(C)C)NCC=1C=C(C=CC1)B(O)O 3-(N-boc-aminomethyl)phenylboronic acid